7-chloro-9-(4-phenoxyphenyl)-3,4-dihydropyrido[2,1-c][1,2,4]thiadiazine 2,2-dioxide ClC=1C=C(C2=NS(CCN2C1)(=O)=O)C1=CC=C(C=C1)OC1=CC=CC=C1